C1(CC1)C1=C(C=C(C(=C1)I)C)N(C(C#CC)=O)C1=CC=C2C(=N1)C(=NN2C)O[C@@H]2CC[C@H](CC2)C(=O)OC(C)(C)C tert-butyl (trans)-4-((5-(N-(2-cyclopropyl-4-iodo-5-methylphenyl)but-2-ynamido)-1-methyl-1H-pyrazolo[4,3-b]pyridin-3-yl)oxy)cyclohexane-1-carboxylate